[Cu](I)I.[Cs] cesium copper Iodide